2-methyl-5,11-dioxo-6,12-bis(n-hexylcarbonyloxy)naphthonaphthalene CC=1C=CC2=C3C(C(C(=C2C1)OC(=O)CCCCCC)=O)=C1C=CC=CC1=C(C3=O)OC(=O)CCCCCC